C(C(C)C)(=O)OCCCCCCCCCC(CCCC(C)C)C 10,14-dimethylpentadecanol isobutyrate